ClC1=C(C=C(C=CC2=CC=C(C=C2)C2=CC=C(C=C2)C=CC2=CC(=C(C=C2)Cl)S(=O)(=O)O)C=C1)S(=O)(=O)O 4,4'-bis(4-chloro-3-sulfostyryl)biphenyl